5,5'-(propane-2,2-diyl)bis(isobenzofuran-1,3-dione) CC(C)(C=1C=C2C(OC(C2=CC1)=O)=O)C=1C=C2C(OC(C2=CC1)=O)=O